Fmoc-L-glutamic acid γ-allyl ester C=CCOC(=O)CCC(C(=O)O)NC(=O)OCC1C2=CC=CC=C2C3=CC=CC=C13